octadecyl-dimethyl-(para-3-carboxyacrylamidobenzyl)ammonium chloride [Cl-].C(CCCCCCCCCCCCCCCCC)[N+](CC1=CC=C(C=C1)NC(C=CC(=O)O)=O)(C)C